D-glucose disodium salt [Na].[Na].O=C[C@H](O)[C@@H](O)[C@H](O)[C@H](O)CO